C(C=C)(=O)N1CC(NC2(CC2)C1)C1=CC(=NC(=C1)Cl)C1=CC(=NC=N1)C(=O)NC 6-(4-(7-acryloyl-4,7-diazaspiro[2.5]octan-5-yl)-6-chloropyridin-2-yl)-N-methylpyrimidine-4-carboxamide